OC(C(=O)NC)(C1=CC=CC=C1)C1=CC=CC=C1 2-hydroxy-N-methyl-2,2-diphenylacetamide